(S)-6-(1-amino-1,3-dihydrospiro[indene-2,4'-piperidine]-1'-yl)-3-(1-(6-amino-4-fluoropyridin-3-yl)vinyl)-1H-pyrazole NC1C2=CC=CC=C2CC12CCN(CC2)[C@@]2(C=C(C(=CN2)C(=C)C2=NNC=C2)F)N